6-(methylsulfonyloxy)-2-azaspiro[3.3]heptane-2-carboxylic acid tert-butyl ester C(C)(C)(C)OC(=O)N1CC2(C1)CC(C2)OS(=O)(=O)C